3-(4-Bromophenyl)-1-((4-bromophenyl)sulfonyl)-1H-1,2,4-triazole BrC1=CC=C(C=C1)C1=NN(C=N1)S(=O)(=O)C1=CC=C(C=C1)Br